C(C1=CC=CC=C1)ONC1=CC=CC=C1 (benzyloxy)aniline